2,6-dibromoanthracene BrC1=CC2=CC3=CC=C(C=C3C=C2C=C1)Br